C(C)C=1C(=CC2=C(N=C(N=C2)NC)N1)C=1C=C(C=CC1C)NC(C1=CC(=NC=C1)C(F)(F)F)=O N-(3-(7-ethyl-2-(methylamino)pyrido[2,3-d]pyrimidin-6-yl)-4-methylphenyl)-2-(trifluoromethyl)isonicotinamide